C1=CC=CC=2C3=CC=CC=C3C(C12)COC(N[C@@H](C(NNC(N[C@@H](C)CC(C)C)=O)=O)CC=1OC=CC1)=O (5R,11S)-1-(9H-fluoren-9-yl)-5-(furan-2-ylmethyl)-11-isobutyl-3,6,9-trioxo-2-oxa-4,7,8,10-tetraazadodecane